(3-((1R,4R)-4-((Dimethylamino)methyl)-cyclohexyl)-1,2,3-oxadiazol-3-ium-5-yl)((3-(2-(phenylsulfonyl)acetamido)-5-(trifluoromethyl)phenyl)carbamoyl)amide CN(C)CC1CCC(CC1)[N+]1=NOC(=C1)[N-]C(NC1=CC(=CC(=C1)C(F)(F)F)NC(CS(=O)(=O)C1=CC=CC=C1)=O)=O